CS(=O)(=O)[O-].C(C1=CC=CC=C1)[SH+]CC1=CC=C(C=C1)O benzyl-(4-hydroxyphenyl)methylsulfonium methanesulfonate